2,4,6-tribromobenzaldehyde BrC1=C(C=O)C(=CC(=C1)Br)Br